O[C@H]1CN(CC1)CC[C@@H](OC1=C(C#N)C=CC(=N1)C)C1=CC=CC=C1 2-((R)-3-((R)-3-hydroxypyrrolidin-1-yl)-1-phenylpropoxy)-6-methyl-nicotinonitrile